N(N)C(C(=O)O)(CC1=CC(=C(C=C1)O)O)C L-2-hydrazino-3-(3,4-dihydroxyphenyl)-2-methylpropanoic acid